tungsten-copper-tungsten [W].[Cu].[W]